CC=1N=C2N(N=C(C=C2C)C2=CC(=C3C=C(N=NC3=C2)N2C[C@H](N[C@H](C2)C)C)F)C1 7-(2,8-dimethylimidazo[1,2-b]pyridazin-6-yl)-3-[(3R,5S)-3,5-dimethylpiperazin-1-yl]-5-fluorocinnoline